C(C(CO)OP(=O)([O-])[O-])O.O.[Na+].[Na+] glycerophosphate disodium salt hydrate